CC1=C(C(C[C@@H](C1)O)(C)C)/C=C/C(=C/C=C/C(=C/C=C/C=C(\\C)/C=C/C=C(\\C)/C=C/[C@]23[C@](O2)(C[C@H](CC3(C)C)O)C)/C)/C The molecule is an epoxycarotenol that is beta-carotene-3,3'-diol in which one of the one of the endocyclic double bonds has been oxidised to the corresponding epoxide. It is a neutral yellow plant pigment found in Euglenophyta. It has a role as a biological pigment, a plant metabolite and a marine metabolite.